(S)-2-((R)-2-hydroxy-2-phenylacetamido)-4-((2-phenoxyethyl)(4-(5,6,7,8-tetrahydro-1,8-naphthyridin-2-yl)butyl)amino)butanoic acid O[C@@H](C(=O)N[C@H](C(=O)O)CCN(CCCCC1=NC=2NCCCC2C=C1)CCOC1=CC=CC=C1)C1=CC=CC=C1